ClCC1=CC(=CC=C1)CCl α,α'-dichlorometa-xylene